(5-FORMYL-2H-[1,2,4]TRIAZOL-3-YL)-CARBAMIC ACID TERT-BUTYL ESTER C(C)(C)(C)OC(NC=1NN=C(N1)C=O)=O